NC=1C=C(C=CC1OP(=O)(O)O)[C@@](C(=O)O)(C)NC(=O)OC(C)(C)C (3-amino-4-phosphonooxyphenyl)-(2R)-2-(tert-butoxycarbonylamino)-propionic acid